P(=O)(OC1=C(C(=CC(=C1)\C=C\C1=CC=CC=C1)F)C(C)C)(O)O (E)-3-fluoro-2-isopropyl-5-styrylphenyl dihydrogen phosphate